4-((1-(3-chlorophenyl)cyclopropyl)amino)-6-(3,5-dimethylisoxazol-4-yl)-N-(1-methylazetidin-3-yl)quinazoline-2-carboxamide ClC=1C=C(C=CC1)C1(CC1)NC1=NC(=NC2=CC=C(C=C12)C=1C(=NOC1C)C)C(=O)NC1CN(C1)C